[K].CNC(S)=S N-methyl-dithiocarbamic acid potassium